FC(C1=CC(=C(N(CCC)CCC)C(=C1)[N+](=O)[O-])[N+](=O)[O-])(F)F 4-trifluoromethyl-2,6-dinitro-N,N-di-n-propylaniline